C1(CCC1)CN[C@H]1CN(CCC1)C1=NC(=C(C=C1)C(C)N1N=NC(=C1)C=1C=NC=C(C1)OC)F (3R)-N-(cyclobutylmethyl)-1-(6-fluoro-5-(1-(4-(5-methoxypyridin-3-yl)-1H-1,2,3-triazol-1-yl)ethyl)pyridin-2-yl)piperidin-3-amine